(1r,4r)-4-((2-(3-(3-amino-6-(2-hydroxyphenyl)pyridazin-4-yl)-3,8-diazabicyclo[3.2.1]octan-8-yl)pyrimidin-5-yl)methyl)cyclohexanecarboxylic acid NC=1N=NC(=CC1N1C[C@H]2CCC(C1)N2C2=NC=C(C=N2)CC2CCC(CC2)C(=O)O)C2=C(C=CC=C2)O